FC1=C2C=C(NC2=CC(=C1)F)C(=O)N(C)[C@H](C(=O)N1C[C@]2(C[C@H]1C(=O)N)C(NCC2)=O)CC(C)(C)F (3s,5S)-2-((S)-2-(4,6-difluoro-N-methyl-1H-indole-2-carboxamido)-4-fluoro-4-methylpentanoyl)-6-oxo-2,7-diazaspiro[4.4]nonane-3-carboxamide